IC(C(=O)OCCCCCCCCCCCCCCCCCCC)CCC nonadecyl 2-iodovalerate